(1-(2-aminophenyl)-3-methylpiperidin-3-yl)methanol NC1=C(C=CC=C1)N1CC(CCC1)(C)CO